tert-butyl-3-bromo-5-(4-((tert-butoxycarbonyl)amino)piperidin-1-yl)-1H-pyrrolo[2,3-c]pyridine-1-carboxylate C(C)(C)(C)OC(=O)N1C=C(C=2C1=CN=C(C2)N2CCC(CC2)NC(=O)OC(C)(C)C)Br